1-pyridin-2-yl-N,N-bis(pyridin-2-ylmethyl)methanamine N1=C(C=CC=C1)CN(CC1=NC=CC=C1)CC1=NC=CC=C1